N-(2-carboxyl-4-thienyl)-3-mercapto-2-benzyl-propionamide tert-Butyl-3-[(1Z)-2-{[(benzyloxy)carbonyl]amino}-3-methoxy-3-oxoprop-1-en-1-yl]-2-methyl-1H-indole-1-carboxylate C(C)(C)(C)OC(=O)N1C(=C(C2=CC=CC=C12)\C=C(\C(=O)OC)/NC(=O)OCC1=CC=CC=C1)C.C(=O)(O)C=1SC=C(C1)NC(C(CS)CC1=CC=CC=C1)=O